BrC=1C(=CC2=C(N(N=N2)C2=CC=C(C=C2)OC(C)C)C1)C 6-bromo-5-methyl-1-[4-(propan-2-yloxy)phenyl]-1H-1,2,3-benzotriazole